COC1=CC=C(COC2C=NC=CC2=O)C=C1 3-(4-methoxybenzyloxy)-pyridin-4-one